ClC=1N=C(N2N=C(N=CC21)N[C@H]2[C@H](CN(CC2)S(=O)(=O)C)F)C(C)C (3S,4R)-N-{5-chloro-7-isopropylimidazo[4,3-f][1,2,4]triazin-2-yl}-3-fluoro-1-methanesulfonylpiperidin-4-amine